1,3-propanediol dinitrate [N+](=O)([O-])OCCCO[N+](=O)[O-]